C(C)(=O)C1=CC=C(C=C1)C(C(=O)O)C 4-Acetylphenylpropionic acid